(+/-)-tetrahydro-2-isobutyl-2-methyl-4(2H)-pyranol C(C(C)C)C1(OCCC(C1)O)C